(isoindolin-2-ylmethyl)-5-(2-(1-(methylsulfonyl)piperidin-4-yl)ethyl)-4H-pyran-4-one C1N(CC2=CC=CC=C12)CC=1OC=C(C(C1)=O)CCC1CCN(CC1)S(=O)(=O)C